FC1([C@@H]([C@H]2N(C(CCC=3C=NC(=C(OC=4C=CC=C(C2)C4F)N3)C)=O)C1)NS(=O)(=O)CC)F N-[(1R,19aS)-2,2,20-trifluoro-11-methyl-5-oxo-2,3,6,7,19,19a-hexahydro-1H,5H-8,12-(azeno)-18,14-(metheno)pyrrolo[1,2-j][1,4,10]oxadiazacycloheptadecin-1-yl]ethanesulfonamide